3-(4-((1R,5S)-3,8-diazabicyclo[3.2.1]octan-3-yl)-8-fluoro-2-(((2R,7aS)-2-fluorotetrahydro-1H-pyrrolizin-7a(5H)-yl)methoxy)quinazolin-7-yl)-5-chloro-4-(trifluoromethyl)aniline [C@H]12CN(C[C@H](CC1)N2)C2=NC(=NC1=C(C(=CC=C21)C=2C=C(N)C=C(C2C(F)(F)F)Cl)F)OC[C@]21CCCN1C[C@@H](C2)F